CO[NH-] (N-methoxy)amide